ClC1=C(C=CC=C1Cl)C1=NC(=C2N1C=CN=C2N2CCC1(CC2)CC2=CC=CC(=C2C1N[S@](=O)C(C)(C)C)F)C=O (R)-N-(1'-(3-(2,3-dichlorophenyl)-1-formylimidazo[1,5-a]pyrazin-8-yl)-4-fluoro-1,3-dihydrospiro[indene-2,4'-piperidin]-3-yl)-2-methylpropane-2-sulfinamide